FC(C(C(C(F)(F)F)(F)F)(F)F)(N(C(C(C(C(F)(F)F)(F)F)(F)F)(F)F)C(C(C(C(F)(F)F)(F)F)(F)F)(F)F)F perfluoro(tri-n-butylamine)